S(=O)(=O)(C1=CC=C(C)C=C1)NN=C1CC2(CN(C2)C(=O)OC(C)(C)C)C1 tert-butyl 6-(2-tosylhydrazineylidene)-2-azaspiro[3.3]heptane-2-carboxylate